NC1=NC=NN2C1=C(C=C2C2CCN(CC2)C(C(C)C)=O)C2=CC=C(C=C2)C2=C(C(N(C(N2C2CC2)=O)C=2C=NC=CC2)=O)C(=O)N (4-(4-amino-7-(1-isobutyrylpiperidin-4-yl)pyrrolo[2,1-f][1,2,4]triazin-5-yl)phenyl)-1-cyclopropyl-2,4-dioxo-3-(pyridin-3-yl)-1,2,3,4-tetrahydropyrimidine-5-carboxamide